tetraethylene glycol triacrylate C(C=C)(=O)O.C(C=C)(=O)O.C(C=C)(=O)O.C(COCCOCCOCCO)O